BrC=1C=C2CN(CC2=CC1CN1CCC(CC1)N1CCN(CC1)C1=CC(=C(C=C1)NC1=NC=C(C(=N1)NC1=C(C=CC=C1)P(=O)(OC)OC)Cl)OC)C1C(NC(CC1)=O)=O 5-bromo-6-((4-(4-(4-((5-chloro-4-((2-(dimethylphosphono)phenyl)amino)pyrimidin-2-yl)amino)-3-Methoxyphenyl)piperazin-1-yl)piperidin-1-yl)methyl)-2-(2,6-dioxopiperidin-3-yl)isoindoline